5-((5-fluoro-3-(2,2,2-trifluoroethoxy)pyridin-2-yl)oxy)-N-(4-methyl-1,1-dioxidotetrahydro-2H-thiopyran-4-yl)-3-(2-methylprop-1-en-1-yl)pyrazolo[1,5-a]pyridine-2-carboxamide FC=1C=C(C(=NC1)OC1=CC=2N(C=C1)N=C(C2C=C(C)C)C(=O)NC2(CCS(CC2)(=O)=O)C)OCC(F)(F)F